C(C1=CC=CC=C1)OC(=O)N1CCC(CC1)CN1[C@H](CN(C[C@@H]1C)C(=O)OC(C)(C)C)C tert-butyl (3S,5S)-4-((1-((benzyloxy)carbonyl) piperidin-4-yl)methyl)-3,5-dimethylpiperazine-1-carboxylate